(2-methoxyethoxymethyl)-6-(trifluoromethyl)pyridine-3-carboxylic acid COCCOCC1=NC(=CC=C1C(=O)O)C(F)(F)F